C(C1=CC=CC=C1)C=1N(C2=C(C(N(C=3C=C(C=CC23)Cl)C2=CC=CC=C2)=O)N1)C 2-Benzyl-7-chloro-1-methyl-5-phenyl-1,5-dihydro-4H-imidazo[4,5-c]quinolin-4-one